ClC=1C=CC=2C3=C(CN(C2C1)C1=CC=CC=C1)N=C(N3C)SC3=CC=C(C=C3)OC 7-chloro-2-((4-methoxyphenyl)thio)-1-methyl-5-phenyl-1,5-dihydro-4H-imidazo[4,5-c]quinoline